1-cyclopropyl-3-((1R,4R)-4-(2-((R)-4-(2,3-dichlorophenyl)-3-methylpiperazin-1-yl)ethyl)cyclohexyl)urea C1(CC1)NC(=O)NC1CCC(CC1)CCN1C[C@H](N(CC1)C1=C(C(=CC=C1)Cl)Cl)C